5-ethynyl-Naphthalene-2-ol C(#C)C1=C2C=CC(=CC2=CC=C1)O